C(C1=CC=CC=C1)N(C=1C=C(C=CC1)C(C)=O)CC1=CC=CC=C1 1-(3-(dibenzylamino)phenyl)ethanone